(R)-(2-Fluoro-5-(5-(3-hydroxy-1-methyl-2-oxopyrrolidin-3-yl)isoxazol-3-yl)phenyl)boronic acid FC1=C(C=C(C=C1)C1=NOC(=C1)[C@]1(C(N(CC1)C)=O)O)B(O)O